C(CCCCCCCCC)(=O)OCCC(CCOC(CCCCCCCCC)=O)C 3-methyl-1,5-pentanediol di(n-decanoate)